dimethyl-6,7,8,9-tetrahydro-1H-imidazo[4,5-c]quinoline-1-ethanol CC1=NC=2CCCCC2C2=C1N=C(N2CCO)C